C1(C=CC(N1)=O)=O.[Si] silicon maleimide